C(C)(C)(C)OC(=O)N1CC(C1)=CB1OC(C(O1)(C)C)(C)C.C1N(CC2C1CCC2)C=O (hexahydrocyclopenta[c]pyrrol-2(1H)-yl)methanone tert-butyl-3-((4,4,5,5-tetramethyl-1,3,2-dioxaborolan-2-yl)methylene)azetidine-1-carboxylate